CN1N=C(C(=C1)B1OC(C(O1)(C)C)(C)C)NC(OC(C)(C)C)=O tert-butyl (1-methyl-4-(4,4,5,5-tetramethyl-1,3,2-dioxaborolan-2-yl)-1H-pyrazol-3-yl)carbamate